hexahydrofuro[2,3-b]furan O1CCC2C1OCC2